5-bromo-2,3-dihydro-1H-pyrrolo[3,2-b]pyridin-1-amine BrC1=CC=C2C(=N1)CCN2N